2-Amino-4-((R)-4-chloro-2-fluoro-14-oxo-8,8a,9,10,11,12-hexahydro-7H,14H-pyrazino[1',2':5,6][1,5]diazocino[3,2,1-hi]indazol-3-yl)-7-fluorobenzo[b]thiophene-3-carbonitrile NC1=C(C2=C(S1)C(=CC=C2C2=C1C(=NN3C1=C(C=C2F)C(N2[C@H](CC3)CNCC2)=O)Cl)F)C#N